ClC=1C(=C(CNC(=O)C=2N=CN(C2)C2=NC(=NC=C2C)N[C@H]2COCC2)C=CC1)CO (R)-N-(3-chloro-2-(hydroxymethyl)-benzyl)-1-(5-methyl-2-((tetrahydrofuran-3-yl)amino)-pyrimidin-4-yl)-1H-imidazole-4-carboxamide